tert-butyl (5-(2,5-dihydrofuran-3-yl)thiazolo[5,4-b]pyridin-2-yl)carbamate O1CC(=CC1)C1=CC=C2C(=N1)SC(=N2)NC(OC(C)(C)C)=O